tert-Butyl 2-(2-formylphenyl)azepane-1-carboxylate C(=O)C1=C(C=CC=C1)C1N(CCCCC1)C(=O)OC(C)(C)C